N1(CCC1)C=1C=C(C=C2C=CC(=NC12)C1CCOCC1)CN1C[C@H](CC1)OC=1C=C2CN(C(C2=CC1)=O)[C@@H]1C(NC(CC1)=O)=O (S)-3-(5-(((S)-1-((8-(Azetidin-1-yl)-2-(tetrahydro-2H-pyran-4-yl)quinolin-6-yl)methyl)pyrrolidin-3-yl)oxy)-1-oxoisoindolin-2-yl)piperidine-2,6-dione